Nonenolide C1CCCOC(=O)/C=C\CC1